9,9-bis(3-hydroxypropyl)-2,7-di(2-naphthyl)fluorene OCCCC1(C2=CC(=CC=C2C=2C=CC(=CC12)C1=CC2=CC=CC=C2C=C1)C1=CC2=CC=CC=C2C=C1)CCCO